C(C1=C(C(=CC(=C1)C(CC(C)(C)C)(C)C)N1N=C2C(=N1)C=CC=C2)O)C2=C(C(=CC(=C2)C(CC(C)(C)C)(C)C)N2N=C1C(=N2)C=CC=C1)O 2,2'-Methylene-bis(6-(2H-benzotriazol-2-yl)-4-(1,1,3,3-tetramethyl-butyl)phenol)